N-Neopentyl-5-(pyrazolo[1,5-a]pyrimidin-5-yl)-7H-pyrrolo[2,3-d]pyrimidin C(C(C)(C)C)N1CN=CC2=C1NC=C2C2=NC=1N(C=C2)N=CC1